4-morpholino-6-oxazol-2-yl-2-(3-phenylpyrazol-1-yl)furo[3,2-d]pyrimidine O1CCN(CC1)C=1C2=C(N=C(N1)N1N=C(C=C1)C1=CC=CC=C1)C=C(O2)C=2OC=CN2